(R)-1-(4-(4-((1-(3-(difluoromethyl)-2-fluorophenyl)ethyl)amino)-7-methoxy-2-methylpyrido[2,3-d]pyrimidin-6-yl)-5,6-dihydropyridin-1(2H)-yl)ethanone FC(C=1C(=C(C=CC1)[C@@H](C)NC=1C2=C(N=C(N1)C)N=C(C(=C2)C2=CCN(CC2)C(C)=O)OC)F)F